Ethyl 2-[2-(2-{2-cyclopropyl-7-methyl-4-oxo-4H,5H-furo[2,3-d]pyridazin-5-yl}acetamido)pyrimidin-5-yl]acetate C1(CC1)C1=CC2=C(C(=NN(C2=O)CC(=O)NC2=NC=C(C=N2)CC(=O)OCC)C)O1